1-(3,4-dimethoxyphenethyl)-1H-indole COC=1C=C(CCN2C=CC3=CC=CC=C23)C=CC1OC